7-(7,8-difluoro-3-(methoxymethoxy)naphthalen-1-yl)-8-fluoro-2-(((2R,7aS)-2-fluorotetrahydro-1H-pyrrolizin-7a(5H)-yl)methoxy)-4-(2,2,2-trifluoroethoxy)pyrido[4,3-d]pyrimidine FC1=CC=C2C=C(C=C(C2=C1F)C1=C(C=2N=C(N=C(C2C=N1)OCC(F)(F)F)OC[C@]12CCCN2C[C@@H](C1)F)F)OCOC